COC1=CC=C(CN(S(=O)(=O)C2=C(C=CC(=C2C=2N=NN(N2)CC2=CC=C(C=C2)OC)I)S(=O)(=O)C2CC(C2)NC(OC(C)(C)C)=O)CC2=CC=C(C=C2)OC)C=C1 tert-butyl (3-((2-(N,N-bis(4-methoxybenzyl)sulfamoyl)-4-iodo-3-(2-(4-methoxybenzyl)-2H-tetrazol-5-yl)phenyl)sulfonyl)cyclobutyl)carbamate